tert-butyl (2R,3S,4S)-3-{[2-(2,1,3-benzoxadiazol-5-ylmethoxy)acetyl]oxy}-4-[(tert-butoxycarbonyl)oxy]-2-[(4-methoxyphenyl)methyl]pyrrolidine-1-carboxylate N=1ON=C2C1C=CC(=C2)COCC(=O)O[C@H]2[C@H](N(C[C@@H]2OC(=O)OC(C)(C)C)C(=O)OC(C)(C)C)CC2=CC=C(C=C2)OC